2-(4-methylcyclohexyl)-2-(3,3-dichloropropyl)-1,3-dimethoxypropane CC1CCC(CC1)C(COC)(COC)CCC(Cl)Cl